CC(CC[O])C 3-methyl-1-butanyl-Oxygen